IC1=C(C=CC=C1)CC(=O)O.FC1=CC=C(C=C1)S(=O)(=O)N 4-fluorobenzenesulfonamide iodobenzeneacetate